C1(CC1)C=1C=C(OC2CC3C(CN(C3)C(=O)N3N=C(C=C3)C(=O)O)C2)C=CC1 1-(trans-5-(3-cyclopropylphenoxy)octahydrocyclopenta[c]pyrrole-2-carbonyl)-1H-pyrazole-3-carboxylic acid